FC=1C=CC(=C2C=C(NC12)C(=O)N[C@H](C(=O)N[C@H](C(=O)C=1SC2=C(N1)C=C(C=C2)F)C[C@H]2C(NCC2)=O)CC(F)(F)F)OC 7-Fluoro-4-methoxy-N-((S)-4,4,4-trifluoro-1-(((S)-1-(5-fluorobenzo[d]thiazol-2-yl)-1-oxo-3-((S)-2-oxopyrrolidin-3-yl)propan-2-yl)amino)-1-oxobutan-2-yl)-1H-indole-2-carboxamide